C1(=CC=CC=C1)N1C2=CC=CC=C2C=2C=C(C=CC12)C1(CC=C2NC3=CC=CC=C3C2=C1)C1=C(N=C2C(=N1)OC1=C2C=2C=CC=CC2C=C1)N1C2=CC=CC=C2C=2C=C(C=CC12)C=1C=CC=2N(C3=CC=CC=C3C2C1)C1=CC=CC=C1 9-(9'-phenyl-3,3'-bi-9H-carbazol-3-yl)10-(9'-phenyl-3,3'-bi-9H-carbazol-9-yl)naphtho[1',2':4,5]furo[2,3-b]pyrazine